C(C)(C)(C)OC(NC1CC(C1)OC1=CC=C(C=C1)C(C)(C)C1=CC=C(C=C1)OC=1C(=NC=C(C1)F)Br)=O tert-butyl((1r,3r)-3-(4-(2-(4-((2-bromo-5-fluoropyridin-3-yl)oxy)phenyl)propane-2-yl)phenoxy)cyclobutyl)carbamate